4-(5-sec-butoxy-benzoimidazol-1-yl)-aniline C(C)(CC)OC1=CC2=C(N(C=N2)C2=CC=C(N)C=C2)C=C1